3-thiocyano-1H-indole-4-aldehyde S(C#N)C1=CNC=2C=CC=C(C12)C=O